(S)-6-benzhydryl-11-hydroxy-3-(hydroxymethyl)-5,6-dihydro-10H-imidazo[1,2-a]pyrido[2,1-c]pyrazin-10-one C(C1=CC=CC=C1)(C1=CC=CC=C1)[C@@H]1N2C(C=3N(C1)C(=CN3)CO)=C(C(C=C2)=O)O